C(CCCCCCC\C=C/CCCC)O (Z)-9-tetradecenol